C(C)(C)(C)OC(=O)N(CCOCCOCCN(C/C=C/C(=O)O)C)C(=O)OC(C)(C)C (E)-4-[2-[2-[2-[bis(tert-butoxycarbonyl)amino]ethoxy]ethoxy]ethyl-methyl-amino]but-2-enoic acid